FC(C(=O)O)(F)F.N1C=CC=C1 pyrrole 2,2,2-trifluoroacetate